C(C1=CC=CC=C1)N(C1CC(C1)C(=O)OC)CC1=CC=CC=C1 methyl 3-(dibenzylamino)cyclobutane-1-carboxylate